N1CC(CCC1)C=1C=NC=CC1 3-(3-piperidinyl)pyridine